((((ethane-1,1,1-triyltris(benzene-4,1-diyl))tris(oxy))tris(carbonyl))tris(azanediyl))tris(ethane-2,1-diyl) tris(2-methylacrylate) CC(C(=O)OCCNC(=O)OC1=CC=C(C=C1)C(C)(C1=CC=C(C=C1)OC(=O)NCCOC(C(=C)C)=O)C1=CC=C(C=C1)OC(=O)NCCOC(C(=C)C)=O)=C